2-undecylimidazole C(CCCCCCCCCC)C=1NC=CN1